O=C1N(CCC=C1C#N)C(\C=C\C1=CC(=C(C(=C1)OC)OC)OC)=O (E)-2-oxo-1-(3-(3,4,5-trimethoxyphenyl)acryloyl)-1,2,5,6-tetrahydropyridine-3-carbonitrile